methyl 2-[tert-butyl(diphenyl)silyl]oxyspiro[3.3]heptane-6-carboxylate [Si](C1=CC=CC=C1)(C1=CC=CC=C1)(C(C)(C)C)OC1CC2(C1)CC(C2)C(=O)OC